CN1N=C(C=C1N1N=C(C(=C1C)[N+](=O)[O-])OCCCO)C 3-((2',5,5'-trimethyl-4-nitro-2'H-[1,3'-bipyrazol]-3-yl)oxy)propan-1-ol